2-(5-ethoxy-1-trityl-1H-indazol-3-yl)-1H-isoindole-1,3(2H)-dione C(C)OC=1C=C2C(=NN(C2=CC1)C(C1=CC=CC=C1)(C1=CC=CC=C1)C1=CC=CC=C1)N1C(C2=CC=CC=C2C1=O)=O